(R)-3-((4-(5-chloro-3-methyl-2-(morpholin-2-ylmethyl)phenyl)pyrrolo[2,1-f][1,2,4]triazin-6-yl)methyl)-1-(2,2,2-trifluoroethyl)pyrimidine-2,4(1H,3H)-dione hydrochloride Cl.ClC=1C=C(C(=C(C1)C1=NC=NN2C1=CC(=C2)CN2C(N(C=CC2=O)CC(F)(F)F)=O)C[C@@H]2CNCCO2)C